C1(=CC=CC=C1)N(C1=CC=C(C=C1)/C(/C#N)=C(\C#N)/C1=CC=C(C=C1)N(C1=CC=C(C=C1)C(=C(C1=CC=CC=C1)C1=CC=CC=C1)C1=CC=CC=C1)C1=CC=CC=C1)C1=CC=C(C=C1)C(=C(C1=CC=CC=C1)C1=CC=CC=C1)C1=CC=CC=C1 2,3-bis(4-(phenyl-(4-(1,2,2-triphenylvinyl)phenyl)amino)phenyl)fumaronitrile